FC(C1=CC=C(C=C1)CC(=O)N1C(NC(C12CCNCC2)=O)=O)(F)F (2-(4-(trifluoromethyl)phenyl)acetyl)-1,3,8-triazaspiro[4.5]decane-2,4-dione